O1CC(C1)COOOCC1COC1 di(3-oxetanylmethoxy) ether